2,4,6-trimethylbenzenesulfonic acid sodium salt [Na+].CC1=C(C(=CC(=C1)C)C)S(=O)(=O)[O-]